5-(2-(4-Chlorobenzyl)pyrrolidin-1-yl)-1H-benzo[d]imidazol ClC1=CC=C(CC2N(CCC2)C2=CC3=C(NC=N3)C=C2)C=C1